F[C@H]1C[C@@]2(CC(CN2C1)O)C(=O)OC Methyl (2S,7aS)-2-fluoro-6-hydroxytetrahydro-1H-pyrrolizine-7a(5H)-carboxylate